(trimethoxysilylpropyl)-octadecyldiethylammonium chloride [Cl-].CO[Si](OC)(OC)CCC[N+](CC)(CC)CCCCCCCCCCCCCCCCCC